OCC=1N=C(SC1C)N1CC(C1)CC#N 2-(1-(4-(hydroxymethyl)-5-methylthiazol-2-yl)azetidin-3-yl)acetonitrile